5-bromo-2-trifluoromethyl-benzo[d]thiazole BrC=1C=CC2=C(N=C(S2)C(F)(F)F)C1